(S,E)-3-(4-chlorophenyl)-N'-((4-chlorophenyl)sulfonyl)-4-phenyl-N-((1s,3R)-3-(sulfamoylamino)cyclobutyl)-4,5-dihydro-1H-pyrazole-1-carboximidamide ClC1=CC=C(C=C1)C1=NN(C[C@@H]1C1=CC=CC=C1)/C(/NC1CC(C1)NS(N)(=O)=O)=N/S(=O)(=O)C1=CC=C(C=C1)Cl